3-tert-butyl-1-{1-[(2-fluoro-3-methylphenyl)methyl]-2-oxo-3,4-dihydroquinolin-6-yl}urea C(C)(C)(C)NC(NC=1C=C2CCC(N(C2=CC1)CC1=C(C(=CC=C1)C)F)=O)=O